FC1=C(C(=C(C(=C1F)F)F)F)[B-](C1=C(C(=C(C(=C1F)F)F)F)F)(C1=C(C(=C(C(=C1F)F)F)F)F)C1=C(C(=C(C(=C1F)F)F)F)F.C[NH+](C1=CC=C(C=C1)CCCCCCCCCCCCCCCCCC)CCCCCCCCCC N-methyl-4-octadecyl-N-decylanilinium tetrakis(perfluorophenyl)borate